FCCCN1CCC(CC1)C1=CN=C(S1)C1=NNC(=C1CC(F)(F)F)C=1C=C(C=2N(C1)N=CN2)C 5-(1-(3-fluoropropyl)piperidin-4-yl)-2-(5-(8-methyl-[1,2,4]triazolo[1,5-a]pyridin-6-yl)-4-(2,2,2-trifluoroethyl)-1H-pyrazol-3-yl)thiazole